C(C1=CC=CC=C1)NC(=O)C1(CCOCC1)N(C(C=C)=O)C1=CC(=CC=C1)Cl N-Benzyl-4-(N-(3-chlorophenyl)acrylamido)tetrahydro-2H-pyran-4-carboxamide